ClC=1C=C(C=CC1OCC1=NC=CC=C1)NC=1C2=C(N=CN1)C=C(S2)C=2C=CC(=C(C2)NC(C=C)=O)N2CCN(CC2)C N-(5-(4-((3-chloro-4-(pyridin-2-ylmethoxy)phenyl)amino)thieno[3,2-d]pyrimidin-6-yl)-2-(4-methylpiperazin-1-yl)phenyl)acrylamide